O[C@@H]1CN(CC1)C1=C2C(=NC=C1)N(N=C2CNC(C=C)=O)C2=CC=C(C=C2)OC(F)(F)F (S)-N-((4-(3-hydroxypyrrolidin-1-yl)-1-(4-(trifluoromethoxy)phenyl)-1H-pyrazolo[3,4-b]pyridin-3-yl)methyl)acrylamide